Exo-3-(p-toluenesulfonyloxy)-8-azabicyclo[3.2.1]octane-8-carboxylic acid tert-butyl ester C(C)(C)(C)OC(=O)N1C2CC(CC1CC2)OS(=O)(=O)C2=CC=C(C)C=C2